ethyl 1-[5-fluoro-6-(pyrrolidin-3-yl)pyridin-3-yl]-1,2,3-triazole-4-carboxylate Ethyl-1-[6-[1-(tert-butoxycarbonyl)pyrrolidin-3-yl]-5-fluoropyridin-3-yl]-1,2,3-triazole-4-carboxylate C(C)OC(=O)C=1N=NN(C1)C=1C=NC(=C(C1)F)C1CN(CC1)C(=O)OC(C)(C)C.FC=1C=C(C=NC1C1CNCC1)N1N=NC(=C1)C(=O)OCC